CC=1C=C2C(CCOC2=CC1O[C@@H](C1=CC=C(C(=O)N)C=C1)C1=CC=NC=C1)=O (S)-4-(((6-Methyl-4-oxochroman-7-yl)oxy)(pyridin-4-yl)methyl)benzamide